NCC1(CCN(CC1)C=1N=CC(=NC1)SC=1C(=C(C(=O)NS(=O)(=O)C2=CC=CC=C2)C=CC1)Cl)C 3-((5-(4-(aminomethyl)-4-methylpiperidin-1-yl)pyrazin-2-yl)thio)-2-chloro-N-(phenylsulfonyl)benzamide